2,3-dibromo-1,4-dimethoxybenzene BrC1=C(C=CC(=C1Br)OC)OC